ClC=1C=C2C(=CC=NC2=CC1)NC1=CC(=CC(=C1)N1N=CC=C1)C 6-Chloro-N-(3-methyl-5-(1H-pyrazol-1-yl)phenyl)quinolin-4-amine